10-(4-methylpiperazin-1-yl)pyrazino[1',6':1,5]pyrazolo[4,3-b][1,7]naphthyridine CN1CCN(CC1)N1C=CC2=CC=3C(=NC2=C1)C=1N(N3)CC=NC1